Cl.Cl.CC=1C=CC=C2C(N(C(=NC12)CCCCNC)CC(C)(C)C)=O 8-methyl-2-(4-(methylamino)butyl)-3-neopentylquinazolin-4(3H)-one bis-hydrochloride salt